O=S1(C=COC=C1)=O 4,4-dioxo-1,4-oxathiin